benzyl 4-((1r,4r)-4-(6-methoxy-5-(6-(trifluoromethyl)picolinamido)-2H-indazol-2-yl)cyclohexyl)piperazine-1-carboxylate COC=1C(=CC2=CN(N=C2C1)C1CCC(CC1)N1CCN(CC1)C(=O)OCC1=CC=CC=C1)NC(C1=NC(=CC=C1)C(F)(F)F)=O